3-fluoro-5-{[(1R,2R,4S)-7-oxabicyclo[2.2.1]heptan-2-yl]methyl}-1H-pyrazole-5-carboxamide FC=1NNC(C1)(C(=O)N)C[C@H]1[C@H]2CC[C@@H](C1)O2